tert-butyl 2-(1-benzofuran-7-yl)-3-(3-methyl-1-{[2-(trimethylsilyl)ethoxy] methyl}-1H-pyrrolo[2,3-b]pyridin-4-yl)-6,7-dihydropyrazolo[1,5-a]pyrazine-5(4H)-carboxylate O1C=CC2=C1C(=CC=C2)C2=NN1C(CN(CC1)C(=O)OC(C)(C)C)=C2C2=C1C(=NC=C2)N(C=C1C)COCC[Si](C)(C)C